C(C)(=O)OCCOCCCC ethylene glycol monon-butyl ether acetate